FC(C(CC(=O)C1=CC=2C(=NN(N2)C)C=C1)=O)(F)F 4,4,4-trifluoro-1-(2-methyl-2H-benzo[d][1,2,3]triazol-5-yl)butane-1,3-dione